CC(CO)C(C)O 2-methylbutane-1,3-diol